(5-(7-(((3S,5S)-5-fluoro-1-methylpiperidin-3-yl)amino)-1-isopropyl-2-oxo-1,4-dihydropyrimido[4,5-d]pyrimidin-3(2H)-yl)pyridin-2-yl)-1-(4-fluorophenyl)methanesulfonamide F[C@H]1C[C@@H](CN(C1)C)NC1=NC=C2C(=N1)N(C(N(C2)C=2C=CC(=NC2)C(S(=O)(=O)N)C2=CC=C(C=C2)F)=O)C(C)C